methyl 2-(4-bromo-2-methoxyphenyl)acetate BrC1=CC(=C(C=C1)CC(=O)OC)OC